(E)-3-(4-formylphenyl)acrylic acid C(=O)C1=CC=C(C=C1)/C=C/C(=O)O